FC1=CC=C(C=C1)C(C1CCN(CC1)C(=O)N1CC(CC1)C1=CN=NN1)C1=CC=C(C=C1)F [4-[bis(4-Fluorophenyl)methyl]-1-piperidyl]-[3-(1H-triazol-5-yl)pyrrolidin-1-yl]methanone